BrCCC(C)(O[Si](C)(C)C)C 4-bromo-2-methyl-2-[(trimethyl-silyl)oxy]butane